CN(CCC(=O)OC(CCCCCCCCC)CCCCCCCCC\C=C/C\C=C/CCCCC)C (20Z,23Z)-nonacosa-20,23-dien-10-yl 3-(dimethylamino)propanoate